3-Fluoro-2-isopropyl-5-(isoquinolin-3-yl)phenol FC=1C(=C(C=C(C1)C=1N=CC2=CC=CC=C2C1)O)C(C)C